C(C)OC(CN1N=CC(=C1C(F)(F)F)C(=O)OCC)=O ethyl 1-(2-ethoxy-2-oxoethyl)-5-(trifluoromethyl)-1H-pyrazole-4-carboxylate